ClC1=C(C(=O)O)C=C(C=C1C1=CNC(C(=C1)Cl)=O)F 2-chloro-3-(5-chloro-6-oxo-1H-pyridin-3-yl)-5-fluoro-benzoic acid